C(C)(C)NC(O[C@H]1C[C@H](CC1)C1=CC(=NN1)NC(CC=1SC(=CN1)C1=C(C(=CC=C1)OCC1=CC=C(C=C1)OC)C1OCCO1)=O)=O (1R,3S)-3-(3-(2-(5-(2-(1,3-dioxolan-2-yl)-3-((4-methoxybenzyl)oxy)phenyl)thiazol-2-yl)acetamido)-1H-pyrazol-5-yl)cyclopentyl isopropyl-carbamate